ClC=1C(=C(C=CC1Cl)O)[C@@H]1CC2=NN=C(N2C1)C1CCN(CC1)C(C)C (S)-3,4-dichloro-2-(3-(1-isopropylpiperidin-4-yl)-6,7-dihydro-5H-pyrrolo[2,1-c][1,2,4]triazol-6-yl)phenol